(E)-tert-butyl 2-(3,5-difluorobenzylidene)hydrazine-1-carboxylate FC=1C=C(\C=N\NC(=O)OC(C)(C)C)C=C(C1)F